ClC=1C=CC(=C(C1)N1C(C(N(CC1)[C@H](C(=O)NC=1C=C2C=C(N(C2=CC1)C(=O)OC(C)(C)C)C(=O)OC(C)(C)C)CC1=CC=C(C=C1)NC(=O)N1CCC(CC1)C#N)=O)=O)N1N=NN=C1 Di-tert-butyl (S)-5-(2-(4-(5-chloro-2-(1H-tetrazol-1-yl) phenyl)-2,3-dioxopiperazin-1-yl)-3-(4-(4-cyanopiperidine-1-carboxamido) phenyl) propionamido)-1H-indole-1,2-dicarboxylate